CC(=CCC/C(=C/CC/C(=C/CC/C(=C/CC/C(=C/CC/C(=C/CC/C(=C/CC/C(=C/CC1=C(C=CC(=C1)C(=O)O)[O-])/C)/C)/C)/C)/C)/C)/C)C The molecule is a 4-hydroxy-3-polyprenylbenzoate in which the polyprenyl chain contains 8 prenyl units; major species at pH 7.3. It derives from a benzoate. It is a conjugate base of a 4-hydroxy-3-octaprenylbenzoic acid.